C(C1=CC=CC=C1)N1[C@H](C[C@@H](C1)O[Si](C)(C)C(C)(C)C)C=1N=C2N(N=C(C=C2)C2CC2)C1 benzyl-(2R,4S)-4-((tert-butyldimethylsilyl)oxy)-2-(6-cyclopropylimidazo[1,2-b]pyridazin-2-yl)pyrrolidine